C[C@H]1CN(C[C@H](O1)C)C1=NC(=C2N1C1=CC(=CC=C1N=C2)C=2C=CC(=NC2)OCCCN(C)C)CC 3-((5-(1-((2S,6R)-2,6-dimethylmorpholinyl)-3-ethylimidazo[1,5-a]quinoxalin-8-yl)pyridin-2-yl)oxy)-N,N-dimethylpropan-1-amine